[In].[Co].[Ce] cerium-cobalt-indium